CNNC N,N'-bisMethylhydrazine